FC1=CC=C2C(=NNC2=C1)C1CCN(CC1)CC=1C=C2CN(C(C2=CC1)=O)N1C(NC(CC1)=O)=O 1-(5-((4-(6-fluoro-1H-indazol-3-yl)piperidin-1-yl)methyl)-1-oxoisoindolin-2-yl)dihydropyrimidine-2,4(1H,3H)-dione